(S)-1-[3-(5-Fluoro-1H-indazole-1-yl)pyridine-2-yl]-2-(3-fluoro-6-methylpyridine-2-yl)-ethan-1-amine hydrochloride Cl.FC=1C=C2C=NN(C2=CC1)C=1C(=NC=CC1)[C@H](CC1=NC(=CC=C1F)C)N